(E)-N-(6-methoxy-5-(2-(6-(trifluoromethyl)tetrahydro-2H-pyran-3-yl)vinyl)pyridin-3-yl)-1,1-diphenylmethanimine COC1=C(C=C(C=N1)N=C(C1=CC=CC=C1)C1=CC=CC=C1)\C=C\C1COC(CC1)C(F)(F)F